bisvinylamide C(=C)[N-]C=C